C12C(C3CC(CC(C1)C3)C2)OC(NC(CC2=CNC3=CC=CC=C23)(C)C(NC2C(CCCC2)O)=O)=O [1-(2-Hydroxy-cyclohexylcarbamoyl)-2-(1H-indol-3-yl)-1-methyl-ethyl]carbamic acid adamantan-2-yl ester